C1(CC1)C=1SC(=C(N1)C1=CC=CC=C1)OC1=CC(=NC=C1)NC1=CC=C(C(=O)NO)C=C1 4-((4-((2-cyclopropyl-4-phenylthiazol-5-yl)oxy)pyridin-2-yl)amino)-N-hydroxybenzoamide